F[C@H]1C[C@]2(CCC(N2C1)=O)C(=O)OCC |r| racemic-ethyl (2S,7aR)-2-fluoro-5-oxotetrahydro-1H-pyrrolizine-7a(5H)-carboxylate